CC1(COB(O1)C1BOCO1)C 2-(5,5-dimethyl-1,3,2-dioxaborolan-2-yl)-5,3-dioxaborolan